(S)-N-(2-(1-methyl-1H-pyrrolo[2,3-c]pyridin-3-yl)-2-(pyrrolidin-1-yl)ethyl)-1H-indole-6-sulfonamide CN1C=C(C=2C1=CN=CC2)[C@@H](CNS(=O)(=O)C2=CC=C1C=CNC1=C2)N2CCCC2